[4-(2-acetoxyethyl)cyclohexyl]carbamate C(C)(=O)OCCC1CCC(CC1)NC([O-])=O